[Na+].C(C(=C)C)(=O)[O-] methacrylic acid, sodium salt